pentaerythritol tetra[2-(3,5-di-tert-butyl-4-hydroxyphenyl) propionate] C(C)(C)(C)C=1C=C(C=C(C1O)C(C)(C)C)C(C(=O)OCC(COC(C(C)C1=CC(=C(C(=C1)C(C)(C)C)O)C(C)(C)C)=O)(COC(C(C)C1=CC(=C(C(=C1)C(C)(C)C)O)C(C)(C)C)=O)COC(C(C)C1=CC(=C(C(=C1)C(C)(C)C)O)C(C)(C)C)=O)C